2-(tetrahydro-2H-pyran-2-yl)-2H-indazole-5-carboxamide O1C(CCCC1)N1N=C2C=CC(=CC2=C1)C(=O)N